4-(dibenzo[B,D]furan-4-yl)-2-(dibenzo[B,D]thiophene-4-yl)pyrimidine C1=CC=C(C=2OC3=C(C21)C=CC=C3)C3=NC(=NC=C3)C3=CC=CC2=C3SC3=C2C=CC=C3